3-(piperidin-4-yl)-1,5,7,8-tetrahydro-2H-thiopyrano[4,3-b]pyridin-2-one hydrochloride Cl.N1CCC(CC1)C1=CC2=C(NC1=O)CCSC2